[Cl-].COCC1=C(C=CC=C1)P(C1=CC=CC=C1)C1=CC=CC=C1 (methoxymethyl)Triphenylphosphine chloride